N-methyl-2-(4-methyl-1,2,5-oxadiazol-3-yl)-3-(pyridin-3-ylmethyl)benzimidazol-4-amine CNC1=CC=CC=2N=C(N(C21)CC=2C=NC=CC2)C2=NON=C2C